3-((4-(1-((4-((4-(4-chloro-7,7-dimethyl-5-oxo-5,7-dihydroindolo[1,2-a]quinazolin-9-yl)piperidin-1-yl)methyl)cyclohexyl)methyl)piperidin-4-yl)phenyl)amino)piperidine-2,6-dione ClC=1C=2C(N=C3N(C2C=CC1)C1=CC=C(C=C1C3(C)C)C3CCN(CC3)CC3CCC(CC3)CN3CCC(CC3)C3=CC=C(C=C3)NC3C(NC(CC3)=O)=O)=O